2-bromo-1-(2-methoxymethoxy-5-methyl-phenyl)-1-phenyl-ethene BrC=C(C1=CC=CC=C1)C1=C(C=CC(=C1)C)OCOC